5-chloro-8-((1-(2,2-difluoroethyl)-4-fluoro-1H-indazol-6-yl)sulfonyl)-3-hydroxyquinazoline-2,4(1H,3H)-dione ClC1=C2C(N(C(NC2=C(C=C1)S(=O)(=O)C1=CC(=C2C=NN(C2=C1)CC(F)F)F)=O)O)=O